BrC=1C(=NC(=NC1)NC1=C(C=C(C(=C1)C)N1CCC(CC1)N(C)C)OC)NC=1C=CC=C2CCN(C12)S(=O)(=O)C 5-bromo-N2-(4-(4-(dimethylamino)piperidin-1-yl)-2-methoxy-5-methylphenyl)-N4-(1-(methylsulfonyl)indolin-7-yl)pyrimidine-2,4-diamine